C1(=CC=CC=C1)N(C1=CC=C(/C=C/C=2C=C3C=CC(=CC3=CC2)/C=C/C2=CC=C(NC3=CC=CC=C3)C=C2)C=C1)C1=CC=CC=C1 4-((E)-2-(6-((E)-4-(diphenylamino)styryl)naphthalene-2-yl)vinyl)-N-phenylaniline